COC=1C=C(C=CC1OC)C(CC1=CC=CC2=CC=CC(=C12)O)=O 1-(3,4-dimethoxyphenyl)-2-(8-hydroxynaphthalen-1-yl)ethan-1-one